3-difluoromethyl-5-fluoro-1-phenyl-4-(naphthalen-2-yl)-1H-pyrazole FC(C1=NN(C(=C1C1=CC2=CC=CC=C2C=C1)F)C1=CC=CC=C1)F